2,3-dihydro-benzofuran-5-carboxylic acid [2-(3-dimethylaminomethyl-azetidin-1-yl)-benzooxazol-5-yl]-amide CN(C)CC1CN(C1)C=1OC2=C(N1)C=C(C=C2)NC(=O)C=2C=CC1=C(CCO1)C2